tert-butyl 2-methyl-6-(2-((3-(trifluoromethyl)phenyl)amino)pyrimidin-4-yl)-1H-benzo[d]imidazole-1-carboxylate CC1=NC2=C(N1C(=O)OC(C)(C)C)C=C(C=C2)C2=NC(=NC=C2)NC2=CC(=CC=C2)C(F)(F)F